COC(=O)C1CCC(CC1)C1=CC2=C(N=C(N=C2OS(=O)(=O)C2=C(C=C(C=C2C(C)C)C(C)C)C(C)C)C)C=N1 4-(2-methyl-4-(((2,4,6-triisopropylphenyl)sulfonyl)oxy)pyrido[3,4-d]pyrimidin-6-yl)cyclohexane-1-carboxylic acid methyl ester